COC=1C=C(C=C(C1)OC)NC(=O)NS(=O)(=O)C=1OC=C(C1)C(C)(C)O 1-(3,5-dimethoxyphenyl)-3-([4-(2-hydroxypropan-2-yl)furan-2-yl]sulfonyl)urea